6-chloro-4-methoxy-1H-pyrazolo[3,4-d]pyrimidine ClC1=NC(=C2C(=N1)NN=C2)OC